7-(benzyloxy)-3,4,12,12a-tetra-hydro-1H-[1,4]oxazino[3,4-c]pyrido[2,1-f][1,2,4]triazine-6,8-dione C(C1=CC=CC=C1)OC=1C(C=CN2NC3N(C(C21)=O)CCOC3)=O